3-(4-(2-(4-(4-(4-((5-Hydroxy-2-(4-hydroxyphenyl)-3-methyl-1H-indol-1-yl)-methyl)phenoxy)butyl)piperazin-1-yl)-2-oxoethoxy)-1-oxoisoindolin-2-yl)piperidine-2,6-dione OC=1C=C2C(=C(N(C2=CC1)CC1=CC=C(OCCCCN2CCN(CC2)C(COC2=C3CN(C(C3=CC=C2)=O)C2C(NC(CC2)=O)=O)=O)C=C1)C1=CC=C(C=C1)O)C